tert-butyl (S)-(1-(4-(tetrahydro-2H-pyran-4-yl)-1,2,3,4-tetrahydroquinoxaline-1-carboxamido)pyrrolidin-3-yl)carbamate O1CCC(CC1)N1CCN(C2=CC=CC=C12)C(=O)NN1C[C@H](CC1)NC(OC(C)(C)C)=O